5-(2,3-dihydro-1H-inden-4-yl)-6-methoxy-1-(4-methoxybenzyl)-3-(6-(piperazin-1-yl)pyridin-3-yl)-1H-pyrazolo[4,3-b]pyridine C1CCC2=C(C=CC=C12)C1=C(C=C2C(=N1)C(=NN2CC2=CC=C(C=C2)OC)C=2C=NC(=CC2)N2CCNCC2)OC